mercury thiophenoxide [S-]C1=CC=CC=C1.[Hg+]